CC=1C2=C(C(N(C1)C1=CC(=CC=C1)C1(COC1)CC1=NN=CN1C)=O)N(C(=C2)CN2C[C@H](CCC2)C)S(=O)(=O)C2=CC=C(C=C2)C 4-methyl-2-[[(3S)-3-methyl-1-piperidinyl]methyl]-6-[3-[3-[(4-methyl-1,2,4-triazol-3-yl)methyl]oxetane-3-yl]phenyl]-1-(p-tolylsulfonyl)pyrrolo[2,3-c]pyridin-7-one